ClC1=CC=C(OC2CCN(CC2)S(=O)(=O)N2[C@H]([C@@H]3CC[C@H](C2)N3C(=O)OCCOC)C(NOC3OCCCC3)=O)C=C1 (1S,2R,5R)-2-methoxyethyl 3-((4-(4-chlorophenoxy)piperidin-1-yl)sulfonyl)-2-(((tetrahydro-2H-pyran-2-yl)oxy)carbamoyl)-3,8-diazabicyclo[3.2.1]octane-8-carboxylate